FC=1C=C(C=C(C1F)F)B(O)O 3,4,5-trifluorobenzeneboronic acid